L-4-thioribose O=C[C@H](O)[C@H](O)[C@H](S)CO